C(CCCCCCCCCCCCCCCCC)(=O)OC[C@@H](OC(CCCCCCCCCCC)=O)COP(=O)([O-])OCC[N+](C)(C)C 1-stearoyl-2-lauroyl-sn-glycero-3-phosphocholine